(S)-3-amino-6-(3-methylimidazo[1,2-a]pyridin-6-yl)-5-(oxazol-2-yl)-N-((tetrahydrofuran-3-yl)methyl)pyrazine-2-carboxamide NC=1C(=NC(=C(N1)C=1OC=CN1)C=1C=CC=2N(C1)C(=CN2)C)C(=O)NC[C@H]2COCC2